(R)-3-((2-(2-(tert-butoxycarbonyl)-2,6-diazaspiro[3.4]octan-6-yl)-5,6,7,8-tetrahydroquinazolin-4-yl)amino)-5-methylhexanoic acid C(C)(C)(C)OC(=O)N1CC2(C1)CN(CC2)C2=NC=1CCCCC1C(=N2)N[C@@H](CC(=O)O)CC(C)C